ethyl 4-(2-(bis(2,4-dimethoxybenzyl)amino)oxazolo[4,5-c]pyridin-7-yl)-5,6-dihydro-2H-pyran-2-carboxylate COC1=C(CN(C=2OC3=C(C=NC=C3C3=CC(OCC3)C(=O)OCC)N2)CC2=C(C=C(C=C2)OC)OC)C=CC(=C1)OC